4-[2-(2,6-dimethyl-4-pyridyl)-3-methyl-1H-indol-6-yl]-2-nitro-aniline CC1=NC(=CC(=C1)C=1NC2=CC(=CC=C2C1C)C1=CC(=C(N)C=C1)[N+](=O)[O-])C